(1S,2R,3S,4R,5S)-8-(benzyloxy)-3,4-dimethoxy-2,5-dimethyl-7,9-dioxo-N-(2,4,6-trifluorobenzyl)-2,3,4,5,7,9-hexahydro-1,6-methanopyrido[1,2-b][1,2,5]triazonine-10-carboxamide C(C1=CC=CC=C1)OC=1C(C(=CN2N3[C@@H]([C@@H]([C@@H]([C@@H](N(C(C21)=O)C3)C)OC)OC)C)C(=O)NCC3=C(C=C(C=C3F)F)F)=O